CC1=CC=CC(=N1)C(=O)OC methyl 6-methylpyridineformate